1-Benzyl 5-(tert-butyl) 6,6-dimethyl-3-((1-(4-nitrobenzoyl)piperidin-3-yl)amino)-4,6-dihydropyrrolo[3,4-c]pyrazole-1,5-dicarboxylate CC1(N(CC2=C1N(N=C2NC2CN(CCC2)C(C2=CC=C(C=C2)[N+](=O)[O-])=O)C(=O)OCC2=CC=CC=C2)C(=O)OC(C)(C)C)C